(R)-5-(1-aminoethyl)-3-chloro-2,7-dimethylisoquinolin-1(2H)-one N[C@H](C)C1=C2C=C(N(C(C2=CC(=C1)C)=O)C)Cl